C1(=CC=CC=C1)C(C#C)O\N=C\C1=CC=C(C=C1)C (E)-4-methylbenzaldehyde O-(phenylpropargyl) oxime